The molecule is a steroid glucosiduronic acid that is 2-methoxy-17beta-estradiol having a single beta-D-glucuronic acid residue attached at position 3. It has a role as a mouse metabolite. It is a beta-D-glucosiduronic acid, an aromatic ether, a 17beta-hydroxy steroid and a steroid glucosiduronic acid. It derives from a 2-methoxy-17beta-estradiol. It is a conjugate acid of a 2-methoxy-17beta-estradiol 3-O-(beta-D-glucuronide)(1-). C[C@]12CC[C@H]3[C@H]([C@@H]1CC[C@@H]2O)CCC4=CC(=C(C=C34)OC)O[C@H]5[C@@H]([C@H]([C@@H]([C@H](O5)C(=O)O)O)O)O